ClC1=CC(=C(C=C1)NS(=O)(=O)N1CCN(CC1)CC1CCN(CC1)C(=O)OC(C)(C)C)C(NC1=C(C=C(C=C1)C(F)(F)F)Cl)=O tert-butyl 4-((4-(N-(4-chloro-2-((2-chloro-4-(trifluoromethyl)phenyl)carbamoyl)phenyl)sulfamoyl)piperazin-1-yl)methyl)piperidine-1-carboxylate